ethyl rac-(S*,2S*)-2-(1-(4-methoxybenzyl)-1H-pyrazol-4-yl)cyclopropane-1-carboxylate COC1=CC=C(CN2N=CC(=C2)[C@@H]2[C@H](C2)C(=O)OCC)C=C1 |r|